N[C@@H]1C2=CC=CC=C2CC12CCN(CC2)C=2NC(C1=C(N2)NN=C1C(=C)C1=C(C(=CC=C1)O)C)=O (S)-6-(1-amino-1,3-dihydro-spiro[inden-2,4'-piperidin]-1'-yl)-3-(1-(3-hydroxy-2-methylphenyl)vinyl)-1H-pyrazolo[3,4-d]pyrimidin-4(5H)-one